C(C)(C)(C1=CC=CC=C1)OC([C@@H](NC(C)(C)C)CC1=CC=C(C=C1)O)=O (tert-butyl)tyrosine cumyl ester